2-(2-methylpent-2-yl)-4-phenyl-oxazoline CC(C)(CCC)C=1OCC(N1)C1=CC=CC=C1